C(#N)N1[C@H]2[C@@H](C[C@@H]1CC2)NC(=O)C2=CNC1=C(C=CC=C21)C2=NC=CC(=N2)C N-((1R,2R,4S)-7-cyano-7-azabicyclo[2.2.1]heptan-2-yl)-7-(4-methyl-2-pyrimidinyl)-1H-indole-3-carboxamide